ClC=1C(=NC=C(C1)[N+](=O)[O-])C(N)=NO 3-chloro-N'-hydroxy-5-nitropyridine-2-carboximidamide